C(C)(C)(C)OC(=O)N1[C@H]2[C@H]([C@H](C[C@@H]1CC2)N(C)C2=CN=C(N=N2)C=2C=C1C=CN(C(C1=CC2OC)=O)C)F (1r,2s,3s,5s)-2-fluoro-3-((3-(7-methoxy-2-methyl-1-oxo-1,2-dihydroisoquinolin-6-yl)-1,2,4-triazin-6-yl)(methyl)amino)-8-azabicyclo[3.2.1]octane-8-carboxylic acid tert-butyl ester